N'-[4-({5-[(E)-3-(dimethylamino)prop-2-enoyl]-2-methyl-1,3-thiazol-4-yl}oxy)phenyl]-N,N-dimethylmethanimidamide CN(/C=C/C(=O)C1=C(N=C(S1)C)OC1=CC=C(C=C1)N=CN(C)C)C